4-fluoro-3,3-dimethyl-indolin-2-one FC1=C2C(C(NC2=CC=C1)=O)(C)C